(2S,4R)-1-[(2S)-3,3-dimethyl-2-[4-(pyrimidin-2-yloxymethyl)triazol-1-yl]butanoyl]-4-hydroxy-N-methyl-pyrrolidine-2-carboxamide CC([C@@H](C(=O)N1[C@@H](C[C@H](C1)O)C(=O)NC)N1N=NC(=C1)COC1=NC=CC=N1)(C)C